6-(4-((2R,6R)-4-acryloyl-1-(methylsulfonyl)-6-(trifluoromethyl)piperazin-2-yl)-6-chloropyridin-2-yl)-N-methyl-pyrimidine-4-carboxamide C(C=C)(=O)N1C[C@H](N([C@H](C1)C(F)(F)F)S(=O)(=O)C)C1=CC(=NC(=C1)Cl)C1=CC(=NC=N1)C(=O)NC